5-[4-({7-(3-fluorobicyclo[1.1.1]pent-1-ylcarbonylamino)-5-aza-5-spiro[2.4]heptyl}carbonyl)-1-piperazinyl]-1-benzofuran-2-carboxamide FC12CC(C1)(C2)C(=O)NC2CN(CC21CC1)C(=O)N1CCN(CC1)C=1C=CC2=C(C=C(O2)C(=O)N)C1